1-isopropyl-N-(6-(thiazol-5-yl)isoquinolin-3-yl)piperidine-4-carboxamide C(C)(C)N1CCC(CC1)C(=O)NC=1N=CC2=CC=C(C=C2C1)C1=CN=CS1